[P].ClC1=CC(=C(C=N1)C(=O)NOCC)NC1=C(C(=CC(=C1)F)C1=NC=C(C=N1)F)OC 6-chloro-N-ethoxy-4-{[5-fluoro-3-(5-fluoropyrimidin-2-yl)-2-methoxyphenyl]Amino}pyridine-3-carboxamide phosphorus